C(#N)C1=CC(=C(OCC2=CC=CC(=N2)SC2CCN(CC2)CC2=NC3=C(N2CC2=CN=CN2CC)C=C(C=C3)C(=O)OC)C=C1)F methyl 2-((4-((6-((4-cyano-2-fluorophenoxy) methyl) pyridin-2-yl) mercapto) piperidin-1-yl) methyl)-1-((1-ethyl-1H-imidazol-5-yl) methyl)-1H-benzo[d]imidazole-6-carboxylate